1-[2-chloro-4-(trifluoromethyl)phenyl]-N-[2-(dimethylamino)ethyl]-4-[6-(2-methoxyphenyl)pyridin-3-yl]piperidine-4-carboxamide ClC1=C(C=CC(=C1)C(F)(F)F)N1CCC(CC1)(C(=O)NCCN(C)C)C=1C=NC(=CC1)C1=C(C=CC=C1)OC